(3S)-3-amino-8-(5-tert-butyl-1,3,4-oxadiazol-2-yl)-1-[[4-(cyclopentoxy)phenyl]methyl]-5,5,7-trifluoro-3,4-dihydro-1-benzazepin-2-one N[C@@H]1C(N(C2=C(C(C1)(F)F)C=C(C(=C2)C=2OC(=NN2)C(C)(C)C)F)CC2=CC=C(C=C2)OC2CCCC2)=O